tert-butyl 7-[1-[1-[(4-methoxyphenyl)methyl]-2,6-dioxo-3-piperidyl]-3-methyl-2-oxo-benzimidazol-4-yl]-2,7-diazaspiro[3.5]nonane-2-carboxylate COC1=CC=C(C=C1)CN1C(C(CCC1=O)N1C(N(C2=C1C=CC=C2N2CCC1(CN(C1)C(=O)OC(C)(C)C)CC2)C)=O)=O